6,6-dimethyl-3-((7-(1-(((S)-morpholin-2-yl)methyl)-4-(trifluoromethyl)-1H-imidazol-2-yl)thieno[3,2-b]pyridin-2-yl)methyl)-3-azabicyclo[3.1.0]hexane-2,4-dione 2,2,2-trifluoroacetate FC(C(=O)O)(F)F.CC1(C2C(N(C(C12)=O)CC1=CC2=NC=CC(=C2S1)C=1N(C=C(N1)C(F)(F)F)C[C@@H]1CNCCO1)=O)C